N-((2R,3S,4R,5S,6R)-2,4,5-trihydroxy-6-(hydroxymethyl)tetrahydro-2H-pyran-3-yl)acetamide hydrate O.O[C@@H]1O[C@@H]([C@H]([C@@H]([C@@H]1NC(C)=O)O)O)CO